C(C1=CC=CC=C1)N1C(NN=C1C1=NC2=CC=CC=C2C=C1)=S 4-Benzyl-5-(quinolin-2-yl)-2,4-dihydro-3H-1,2,4-triazole-3-thione